BrC=1C(=NC(=NC1C1=CC=CC=C1)SC)NC(CO)C 2-((5-Bromo-2-(methylthio)-6-phenylpyrimidin-4-yl)amino)propan-1-ol